N-(4-((6-amino-5-fluoropyrimidin-4-yl)oxy)-2,5-difluorophenyl)-1-(4-fluorophenyl)-2-oxo-1,2-dihydropyridine-3-carboxamide NC1=C(C(=NC=N1)OC1=CC(=C(C=C1F)NC(=O)C=1C(N(C=CC1)C1=CC=C(C=C1)F)=O)F)F